NC=1C=C(C=CC1)C1=NC=CC2=C1N=C(N=C2N)NC2=CC=C(C=C2)N2CCOCC2 8-(3-aminophenyl)-N2-(4-morpholinophenyl)pyrido[3,4-d]pyrimidine-2,4-diamine